2-{4-[5-chloro-2-(4-fluoro-1H-imidazol-1-yl)phenyl]-5-methoxy-2-oxopyridin-1(2H)-yl}-4-methoxybutanoic acid tert-butyl ester C(C)(C)(C)OC(C(CCOC)N1C(C=C(C(=C1)OC)C1=C(C=CC(=C1)Cl)N1C=NC(=C1)F)=O)=O